sulfhydryl-azole SC=1NC=CC1